C1=CC=CC=2C3=CC=CC=C3C3(C12)C=1C=CC=CC1C1=C2C(C=CC=C23)=CC=C1 spiro(benzo[de]anthracene-7,9'-fluorene)